FC(OC=1C=C(C=CC1)[C@@H](C)O)(F)F (R)-1-(3-(trifluoromethoxy)phenyl)ethan-1-ol